[Li].P phosphine lithium salt